(cis)-3-Fluoro-1-methylpiperidin-4-yl(8-amino-7-fluoro-6-(8-methyl-2,3-dihydro-1H-pyrido[2,3-b][1,4]oxazin-7-yl)isoquinolin-3-yl)carbamate F[C@@H]1CN(CC[C@@H]1N(C([O-])=O)C=1N=CC2=C(C(=C(C=C2C1)C1=C(C2=C(OCCN2)N=C1)C)F)N)C